C1(CC1)C1=C(C=C(C=2OC(COC21)C=2C=NC(=CC2)OC)F)CN (5-cyclopropyl-8-fluoro-2-(6-methoxypyridin-3-yl)-2,3-dihydrobenzo[b][1,4]dioxin-6-yl)methylamine